OC(C(=O)O)CCSC 2-hydroxy-4-methylthio-butanoic acid